6,6-difluoro-N-(3-(3-(3-(methoxy-d3)azetidin-1-yl)-1-((tetrahydrofuran-3-yl)methyl)-1H-pyrazolo[4,3-c]pyridin-6-yl)-1H-pyrazol-4-yl)-4-azaspiro[2.5]octane-4-carboxamide FC1(CN(C2(CC2)CC1)C(=O)NC=1C(=NNC1)C1=CC2=C(C=N1)C(=NN2CC2COCC2)N2CC(C2)OC([2H])([2H])[2H])F